Cl.CNCC1=CN(C(=C1)C1=C(C=CC=C1)F)S(=O)(=O)C=1C=NC=CC1 N-methyl-1-(3-pyridinesulfonyl)-5-(2-fluorophenyl)-1H-pyrrole-3-methylamine hydrochloride